COC(C1=C(N=CC(=C1C)C(F)(F)F)OC=1C(=NC(=CC1)F)C)=O 2-((6-fluoro-2-methylpyridin-3-yl)oxy)-4-methyl-5-(trifluoromethyl)nicotinic acid methyl ester